CCC.[O] oxygen (propane)